CC1(OB(OC1(C)C)C=1C=C(OCCCP(OCC)(OCC)=O)C=CC1)C diethyl 3-(3-(4,4,5,5-tetramethyl-1,3,2-dioxaborolan-2-yl)phenoxy)propylphosphonate